3-(3-(2-((3-(2-carboxy-2-(pyrrolidin-3-yl)ethyl)phenethyl)((3-(2-carboxy-2-(pyrrolidin-3-yl)ethyl)phenoxy)carbonyl)amino)ethoxy)phenyl)-2-(pyrrolidin-3-yl)propanoic acid C(=O)(O)C(CC=1C=C(CCN(CCOC=2C=C(C=CC2)CC(C(=O)O)C2CNCC2)C(=O)OC2=CC(=CC=C2)CC(C2CNCC2)C(=O)O)C=CC1)C1CNCC1